OC1=C(C(=CC(=C1S(=O)(=O)NC(COCCOC)=O)CCCCC)O)C1C(CCC(=C1)C)C(=C)C N-((2,6-dihydroxy-5'-methyl-4-pentyl-2'-(prop-1-en-2-yl)-1',2',3',4'-tetrahydro-[1,1'-biphenyl]-3-yl)sulfonyl)-2-(2-methoxyethoxy)acetamide